C(#N)C1=CC(=C(C(=O)NC2=CC=C3C=NN(C3=C2)C=2C=NN(C2)C)C=C1)C(=C)C 4-Cyano-N-(1-(1-methyl-1H-pyrazol-4-yl)-1H-indazol-6-yl)-2-(prop-1-en-2-yl)benzamide